C(OC1=NC=NC(=C1C1=CC=2C(=CN=C(C2)Cl)N1C([2H])([2H])[2H])OC([2H])([2H])[2H])([2H])([2H])[2H] 2-(4,6-bis(methoxy-d3)pyrimidin-5-yl)-5-chloro-1-(methyl-d3)-1H-pyrrolo[2,3-c]pyridine